(R)-1-(3-(4-amino-7-methyl-5-(4-(tetrahydro-2H-pyran-4-yl)phenyl)-7H-pyrrolo[2,3-d]pyrimidin-6-yl)pyrrolidin-1-yl)prop-2-en-1-one NC=1C2=C(N=CN1)N(C(=C2C2=CC=C(C=C2)C2CCOCC2)[C@H]2CN(CC2)C(C=C)=O)C